4-(2-(4-(benzyloxy)phenyl)acetamido)-1-(4-chlorobenzyl)piperidine-4-carboxylic acid C(C1=CC=CC=C1)OC1=CC=C(C=C1)CC(=O)NC1(CCN(CC1)CC1=CC=C(C=C1)Cl)C(=O)O